CCCCCCCCCCCCCCCCCCOC[C@H](COP(=O)([O-])OCC[N+](C)(C)C)OC(=O)CCCCCCCCC/C=C\\CCCCCCCCCC The molecule is a phosphatidylcholine O-40:1 in which the alkyl and acyl groups at positions 1 and 2 are octadecyl and (11Z)-docosenoyl respectively. It is a phosphatidylcholine O-40:1 and a 2-acyl-1-alkyl-sn-glycero-3-phosphocholine. It derives from a cetoleic acid.